2,2,2-trichloroethyl (2-cyclobutyl-3-methyl-6,7-dihydro-5H-cyclopenta[b]pyridin-4-yl)carbamate C1(CCC1)C1=C(C(=C2C(=N1)CCC2)NC(OCC(Cl)(Cl)Cl)=O)C